NC1=CC=C(C=C1)CCN1C(N(C2=CC=CC=C2C1=O)CC1=CC=C(C(=O)NO)C=C1)=O 4-((3-(4-aminophenylethyl)-2,4-dioxo-3,4-dihydroquinazolin-1(2H)-yl)methyl)-N-hydroxybenzoamide